[Si](C)(C)(C(C)(C)C)CCN1C(N(CC1=O)CC=1C=NC=NC1)=O (2-((tert-butyldimethylsilyl))ethyl)-1-(pyrimidin-5-ylmethyl)imidazolidine-2,4-dione